C1(=CC=CC=C1)C(C)=C[Zr](C)(C1C=CC=C1)C1C2=CC=CC=C2C=2C=CC=CC12 [phenyl(methyl)methylene](9-fluorenyl)(cyclopentadienyl)dimethylzirconium